CC12CCC3C(CC3C(CCC2O1)=C)(C)C 4,12,12-trimethyl-9-methylidene-5-oxatricyclo[8.2.0.04,6]dodecane